7-methoxy-N-(3-propoxypropyl)-6-[3-(pyrrolidin-1-yl)propoxy]-1H,2H,3H-cyclopenta[b]quinolin-9-amine COC1=CC=2C(=C3C(=NC2C=C1OCCCN1CCCC1)CCC3)NCCCOCCC